((4-(5-(4-fluorophenyl)-1,2,4-oxadiazol-3-yl)naphthalen-1-yl)methyl)azetidine-3-carboxylic acid hydrochloride Cl.FC1=CC=C(C=C1)C1=NC(=NO1)C1=CC=C(C2=CC=CC=C12)CN1CC(C1)C(=O)O